O.Cl.Cl.S1C=NC2=C1C=CC=C2 benzothiazole dihydrochloride hydrate